9-β-D-xylofuranosyl-adenine [C@@H]1([C@H](O)[C@@H](O)[C@H](O1)CO)N1C2=NC=NC(=C2N=C1)N